Sodium acetate Sodium ascorbate O=C1C(O)=C([O-])[C@H](O1)[C@@H](O)CO.[Na+].C(C)(=O)[O-].[Na+]